C[C@H]1N([C@@H](CC1)C)C1=C(CN2CCCC23CCN(CC3)C(=O)N3N=C(C=C3)C(=O)O)C=CC(=C1)C(F)(F)F 1-(1-(2-((2R,5R)-2,5-dimethylpyrrolidin-1-yl)-4-(trifluoromethyl)benzyl)-1,8-diazaspiro[4.5]decane-8-carbonyl)-1H-pyrazole-3-carboxylic acid